ClC1=CC=C(CNC(=O)C2=CC=C3N(CCNC3=O)C2=O)C=C1 N-(4-chlorobenzyl)-1,6-dioxo-2,3,4,6-tetrahydro-1H-pyrido[1,2-a]pyrazine-7-carboxamide